4-(4-amino-2-chloropyrimidin-5-yl)-3-chlorobenzonitrile NC1=NC(=NC=C1C1=C(C=C(C#N)C=C1)Cl)Cl